NC1=C(C)C(=CC(=C1CC)N)CC 2,4-diamino-3,6-diethyltoluene